C1(CC1)C=1C(=NON1)C(=O)N[C@H](C(=O)NC1=NC(=C(C=C1)C=1C(=[N+](C=C(C1)C)[O-])C)F)C(C1CC1)C1CC1 4-cyclopropyl-N-[(1S)-1-(dicyclopropylmethyl)-2-[[5-(2,5-dimethyl-1-oxido-pyridin-1-ium-3-yl)-6-fluoro-2-pyridyl]amino]-2-oxo-ethyl]-1,2,5-oxadiazole-3-carboxamide